C1(CC1)C1=NC(=NO1)C=1C=C2CC[C@H](C2=CC1)NC(=O)C=1C=NN(C1)C (R)-N-(5-(5-cyclopropyl-1,2,4-oxadiazol-3-yl)-2,3-dihydro-1H-inden-1-yl)-1-methyl-1H-pyrazole-4-carboxamide